2-(methanesulfonyl)ethane-1-one CS(=O)(=O)CC=O